2,4-Bis[1,3,3-trimethyl-2-indolinylidenemethyl]cyclobutenediylium 1,3-dioxolate O1C(OC=C1)C(=O)[O-].CN1C(C(C2=CC=CC=C12)(C)C)=C[C+]1[C+]=C(C1)C=C1N(C2=CC=CC=C2C1(C)C)C.O1C(OC=C1)C(=O)[O-]